7-isopropoxy-2-((1S,4R)-1-methyl-2-oxabicyclo[2.2.1]heptan-4-yl)-N-(2-oxo-1-((S)-spiro[2.2]pentan-1-yl)-1,2-dihydropyridin-3-yl)imidazo[1,2-a]pyrimidine-6-carboxamide C(C)(C)OC1=NC=2N(C=C1C(=O)NC=1C(N(C=CC1)[C@H]1CC13CC3)=O)C=C(N2)[C@@]23CO[C@@](CC2)(C3)C